Ethyl 1-{4-[(2-chloro-5-fluorophenyl)amino]-2-(piperidin-4-ylamino)pyrimidin-5-yl}cyclopropane-1-carboxylate ClC1=C(C=C(C=C1)F)NC1=NC(=NC=C1C1(CC1)C(=O)OCC)NC1CCNCC1